5-Chloro-1-methylpyrrolo[2,3-b]pyridine-4-carboxylic acid ClC1=C(C2=C(N=C1)N(C=C2)C)C(=O)O